4-[2-[(2,4-dimethoxyphenyl)methylamino]-8-[4-[2-(dimethylamino)ethoxy]phenyl]-7-oxo-pyrido[2,3-d]pyrimidin-6-yl]-8-methyl-2,3-dihydroquinoxaline-1-carboxylic acid benzyl ester C(C1=CC=CC=C1)OC(=O)N1CCN(C2=CC=CC(=C12)C)C1=CC2=C(N=C(N=C2)NCC2=C(C=C(C=C2)OC)OC)N(C1=O)C1=CC=C(C=C1)OCCN(C)C